(4R)-4-(4,4-diethyl-2-imino-6-oxo-hexahydropyrimidin-1-yl)-N-[2-hydroxy-1-(2-methoxyphenyl)ethyl]chromane-6-carboxamide C(C)C1(NC(N(C(C1)=O)[C@@H]1CCOC2=CC=C(C=C12)C(=O)NC(CO)C1=C(C=CC=C1)OC)=N)CC